Cl.Cl.CN1C2(CNC2)CCC1 5-Methyl-2,5-diazaspiro[3.4]octane dihydrochloride